((4-cyclopropyl-6-((3'-(4-cyclopropyl-5-(pyrrolidin-1-ylmethyl)picolinamido)-2,2'-dimethyl-[1,1'-biphenyl]-3-yl)carbamoyl)pyridin-3-yl)methyl)-D-serine C1(CC1)C1=C(C=NC(=C1)C(NC=1C(=C(C=CC1)C1=C(C(=CC=C1)NC(C1=NC=C(C(=C1)C1CC1)CN1CCCC1)=O)C)C)=O)CN[C@H](CO)C(=O)O